C(C1=CC=CC=C1)OCC(CO)NS(=O)(=O)C1=C(C=CC=C1)[N+](=O)[O-] N-(1-(benzyloxy)-3-hydroxy-prop-2-yl)-2-nitrobenzenesulfonamide